C(C)(C)(C)[Si](OCC=1CC2=C(C=C(C=C2C1)O)F)(C)C 2-[[tert-butyl-(dimethyl)silyl]oxymethyl]-7-fluoro-inden-5-ol